Cl.Cl.C1(=CC=CC=C1)[C@H]1[C@@H](CNC1)C(=O)NC1=CC(=CC=C1)OC1=NC=CC=C1 |r| (±)-trans-4-phenyl-N-[3-(pyrid-2-yloxy)phenyl]pyrrolidine-3-carboxamide dihydrochloride